3-glycidoxy-propyl-trimethoxy-silane C(C1CO1)OCCC[Si](OC)(OC)OC